(2,3-epoxypropoxy)methan C(C1CO1)OC